C(=CC)N1C[C@@H](CCC1)N1N=C(C=2C1=NC=NC2N)C2=CC=C(C1=C2OCO1)NC(C1=CC=C(C=C1)N(C)C)=O (R)-N-(7-(1-(1-propenylpiperidin-3-yl)-4-amino-1H-pyrazolo[3,4-d]pyrimidin-3-yl)benzo[d][1,3]dioxol-4-yl)-4-(dimethylamino)benzamide